(R)-2-Amino-6-((2-methoxy-6-(2-(methylamino)ethoxy)pyridin-3-yl)methyl)-4-(pentan-2-yl-Amino)pyrimidine NC1=NC(=CC(=N1)N[C@H](C)CCC)CC=1C(=NC(=CC1)OCCNC)OC